FC1=CC=2N(C=C1)C(=CN2)C2=C1CNC(C1=C(C=C2)NC2=NC=C(C=C2)N2CCC(CC2)CN2CCOCC2)=O 4-(7-fluoroimidazo[1,2-a]pyridin-3-yl)-7-((5-(4-(morpholino-methyl)piperidin-1-yl)pyridin-2-yl)amino)isoindolin-1-one